C(OC1=CC=C(C=C1)[N+](=O)[O-])(O[C@H](C)C1=CC=CC=C1)=O 4-nitrophenyl (1R)-1-phenylethyl carbonate